3-phenyl-N-[4-(1,2,3,4-tetra-hydroquinoline-1-sulfonyl)-phenyl]acrylamide C1(=CC=CC=C1)C=CC(=O)NC1=CC=C(C=C1)S(=O)(=O)N1CCCC2=CC=CC=C12